tert-Butyl 6-(4-bromobenzylidene)-2-azaspiro[3.4]octane-2-carboxylate BrC1=CC=C(C=C2CC3(CN(C3)C(=O)OC(C)(C)C)CC2)C=C1